5-chloro-2-(methoxymethyl)-N-((1r,4r)-4-((3-(6-methylpyridin-3-yl)-2-oxo-2,3-dihydro-1H-benzo[d]imidazol-1-yl)methyl)cyclohexyl)nicotinamide ClC=1C=NC(=C(C(=O)NC2CCC(CC2)CN2C(N(C3=C2C=CC=C3)C=3C=NC(=CC3)C)=O)C1)COC